5-(2-(Ethylamino)pyridin-4-yl)-1H-indazol-3-amine C(C)NC1=NC=CC(=C1)C=1C=C2C(=NNC2=CC1)N